3,9-diazaspiro[5.5]undecane-3-carbaldehyde C1CN(CCC12CCNCC2)C=O